1-(6Z,9Z,12Z,15Z-octadecatetraenoyl)-2-(9Z-hexadecenoyl)-glycero-3-phosphoserine C(C=CC=C\C=C/C=C\CCCCCCCCC)(=O)OCC(OC(C=CCCCCCCCCCCCCC)=O)COP(=O)(O)OC[C@H](N)C(=O)O